ClC1=CC=C(OC2=CC=C(C=N2)CNCC(F)F)C=C1 N-((6-(4-chlorophenoxy)pyridin-3-yl)methyl)-2,2-difluoroethylamine